3-(1-oxo-5-((4-(2-(trifluoromethyl)phenyl)piperidin-1-yl)methyl)isoindolin-2-yl)piperidine-2,6-dione O=C1N(CC2=CC(=CC=C12)CN1CCC(CC1)C1=C(C=CC=C1)C(F)(F)F)C1C(NC(CC1)=O)=O